The molecule is a steroid saponin isolated from Ornithogalum thyrsoides and has been shown to exhibit antineoplastic activity. It has a role as a metabolite and an antineoplastic agent. It is a beta-D-glucoside, a 17-hydroxy steroid, an acetate ester, a benzoate ester, a cholestanoid and a steroid saponin. It derives from a 3,4-dimethoxybenzoic acid. C[C@@H](C(=O)CCC(C)C)[C@]1([C@H](C[C@@H]2[C@@]1(CC[C@H]3[C@H]2CC=C4[C@@]3(CC[C@@H](C4)O[C@H]5[C@@H]([C@H]([C@@H]([C@H](O5)CO[C@H]6[C@@H]([C@H]([C@@H]([C@H](O6)CO)O)O)O)O)O)O)C)C)O[C@H]7[C@@H]([C@H]([C@H](CO7)O)O[C@H]8[C@@H]([C@H]([C@@H](CO8)O)O)OC(=O)C9=CC(=C(C=C9)OC)OC)OC(=O)C)O